1-methyldimethoxysilylethyldimethylsilyl-3-(diethylamino)(trimethoxysilylpropylamino)methylsilylethyldimethylsilylbenzene C[Si](C(C)C=1C(=C(C(=C(C1)[SiH](C)C)CC[SiH2]CNCCC[Si](OC)(OC)OC)N(CC)CC)[SiH](C)C)(OC)OC